ClC1=CC(=C(C=C1)C1=NC(=CC=2N=C(N(C(C21)=O)C)C)N2C[C@H](CC2)C(F)(F)F)F (S)-5-(4-chloro-2-fluorophenyl)-2,3-dimethyl-7-(3-(trifluoromethyl)pyrrolidin-1-yl)pyrido[4,3-d]pyrimidin-4(3H)-one